ClC=1C2=C(N=CN1)N(C(=C2)C)CC(=O)OCC ethyl 2-(4-chloro-6-methyl-7H-pyrrolo[2,3-d]pyrimidin-7-yl)acetate